CC1=CC(=NO1)C=1C=NC(=CC1)C 5-methyl-3-(6-methylpyridin-3-yl)isoxazol